tert-butyl (S)-2-(3-(4-(3-(2,3-dihydrobenzo[b][1,4]dioxin-6-yl)propoxy)-3-(trifluoromethyl)phenyl)-1,2,4-oxadiazol-5-yl)pyrrolidine-1-carboxylate O1C2=C(OCC1)C=C(C=C2)CCCOC2=C(C=C(C=C2)C2=NOC(=N2)[C@H]2N(CCC2)C(=O)OC(C)(C)C)C(F)(F)F